4-(trifluoromethyl)2H,8H-pyrazolo[3,4-b]indole-5-carboxamide FC(C1=C2C=3C(NC2=CC=C1C(=O)N)=NNC3)(F)F